4-(difluoromethoxy)phenylisothiocyanate FC(OC1=CC=C(C=C1)N=C=S)F